CC(CN)C1=C(C(=C(C=C1)OC)OCC1=CC=CC=C1)OC 2-methyl-2-(3-benzyloxy-2,4-dimethoxyphenyl)-1-aminoethane